N-[(1S)-1-(dicyclopropyl-methyl)-2-oxo-2-[[1-[[3-(2,2,2-trifluoroethyl)imidazol-4-yl]methyl]pyrazol-4-yl]amino]ethyl]-2-isopropyl-pyrazole-3-carboxamide C1(CC1)C([C@@H](C(NC=1C=NN(C1)CC=1N(C=NC1)CC(F)(F)F)=O)NC(=O)C=1N(N=CC1)C(C)C)C1CC1